ε-enantholactam C1(CCCCC(C)N1)=O